C(#N)N(C=1C(=C(C=CC1)CC)C)C#N N,N-dicyanoethyl-toluidine